biquinoline-4,4'-dicarboxylate N1=C(C=C(C2=CC=CC=C12)C(=O)[O-])C1=NC2=CC=CC=C2C(=C1)C(=O)[O-]